tert-butyl-(2-(3-(chloromethyl)phenyl)-2-cyclopropylethoxy)dimethylsilane C(C)(C)(C)[Si](C)(C)OCC(C1CC1)C1=CC(=CC=C1)CCl